5-bromo-7-methyl-2H-pyrazolo[3,4-c]pyridine BrC1=CC=2C(C(=N1)C)=NNC2